BUTYRAT C(CCC)(=O)[O-]